C(C)(C)NC(C=C)=O N-isopropyl-(acrylamide)